ClC=1C=C(N)C=C(C1OC1=CC2=CN(N=C2C=C1)C)Cl 3,5-dichloro-4-((2-methyl-2H-indazol-5-yl)oxy)aniline